1-(4-methoxy-2-pyridyl)pyrrolidin-2-one COC1=CC(=NC=C1)N1C(CCC1)=O